O[C@H]1C[C@H](CCC1)NC=1N=NC(=C2C1N=C(C=C2)C)C2=C(C=C(C=C2)C(F)(F)F)O 2-[8-[[(1s,3r)-3-hydroxycyclohexyl]amino]-2-methyl-pyrido[2,3-d]pyridazin-5-yl]-5-(trifluoromethyl)phenol